C(#N)C[C@@H]1N(CCN(C1)C1=NC(=NC=2CN(CCCC21)C2=NC=CC1=CC=CC(=C21)C)OC[C@H]2N(CCC2)C)C(=O)OCC2=CC=CC=C2 benzyl (2S)-2-(cyanomethyl)-4-[8-(8-methyl-1-isoquinolyl)-2-[[(2S)-1-methylpyrrolidin-2-yl]methoxy]-5,6,7,9-tetrahydropyrimido[4,5-c]azepin-4-yl]piperazine-1-carboxylate